C(C)(=O)C1=C2C=C(C(=NC2=CC(=C1)C)C#N)C=1C=NN(C1)C 5-acetyl-7-methyl-3-(1-methyl-1H-pyrazol-4-yl)quinoline-2-carbonitrile